ClC1=C2C(=CN=CC2=CC=C1)C1=C(C=2N=C(N=C(C2C=N1)N1C[C@@H](N(CC1)C(=O)OC(C)(C)C)CC#N)OC[C@H]1N(CCC1)C)F tert-butyl (S)-4-(7-(5-chloroisoquinolin-4-yl)-8-fluoro-2-(((S)-1-methylpyrrolidin-2-yl)methoxy)pyrido[4,3-d]pyrimidin-4-yl)-2-(cyanomethyl)piperazine-1-carboxylate